(2S,3S,4S,5R)-4-[[3-[3-(difluoromethyl)-4-fluoro-2-methoxy-phenyl]-4,5-dimethyl-5-(trifluoromethyl)tetrahydrofuran-2-carbonyl]amino]pyridine-2-carboxamide FC(C=1C(=C(C=CC1F)[C@H]1[C@H](O[C@]([C@H]1C)(C(F)(F)F)C)C(=O)NC1=CC(=NC=C1)C(=O)N)OC)F